diisopropyl-5,6-methylenedioxy-tryptamine C(C)(C)N(CCC1=CNC2=CC3=C(C=C12)OCO3)C(C)C